N-(2-hydroxy-2-methylpropyl)-2,6-dodecadienamide OC(CNC(C=CCCC=CCCCCC)=O)(C)C